NC(CC(=O)O)CC1=CC=CC2=CC=CC=C12 3-amino-4-(1-naphthyl)butyric acid